N-(4-(7-(3-cyano-8-ethynyl-7-fluoronaphthalen-1-yl)-8-fluoro-2-((tetrahydro-1H-pyrrolizin-7a(5H)-yl)methoxy)pyrido[4,3-d]pyrimidin-4-yl)-1,4-oxazepan-6-yl)acrylamide C(#N)C=1C=C(C2=C(C(=CC=C2C1)F)C#C)C1=C(C=2N=C(N=C(C2C=N1)N1CCOCC(C1)NC(C=C)=O)OCC12CCCN2CCC1)F